((1-(2-(4-fluorophenyl)-2-oxoethyl)piperidin-4-yl)methyl)-3-(4-(methoxymethyl)benzyl)urea FC1=CC=C(C=C1)C(CN1CCC(CC1)CNC(=O)NCC1=CC=C(C=C1)COC)=O